1'-(2,2,2-trifluoroethyl)-1,2-dihydrospiro[indole-3,3'-pyrrolidin] FC(CN1CC2(CC1)CNC1=CC=CC=C12)(F)F